fluorophenylethylammonium F[NH2+]CCC1=CC=CC=C1